cis-3-benzyl-8-dimethylamino-1-ethyl-8-phenyl-1,3-diazaspiro[4.5]decan-2-one C(C1=CC=CC=C1)N1C(N(C2(C1)CCC(CC2)(C2=CC=CC=C2)N(C)C)CC)=O